(cis)-3-{6-bromo-3H-[1,2,3]triazolo[4,5-b]pyridin-3-yl}-1-methylcyclobutan-1-ol BrC=1C=C2C(=NC1)N(N=N2)C2CC(C2)(O)C